pyrimidin-2-yl-4,5-dihydro-1H-[1,2,3]triazolo[4,5-c]pyridine N1=C(N=CC=C1)N1N=NC=2CNC=CC21